4-methyl-5-(piperidin-1-yl)-4,5-dihydronaphtho[3,2,1-cd]indole CN1C(C=2C=3C(=CC=CC13)C1=CC=CC=C1C2)N2CCCCC2